tributyl-(2-fluoro-3-pyridinyl)stannane C(CCC)[Sn](C=1C(=NC=CC1)F)(CCCC)CCCC